(R)-2-(((1S,4R)-3,3-dimethyl-4-(4-(5,6,7,8-tetrahydro-1,8-naphthyridin-2-yl)butoxy)cyclopentyl)(methyl)amino)-2-((S)-4-methylchroman-5-yl)acetic acid CC1(C[C@@H](C[C@H]1OCCCCC1=NC=2NCCCC2C=C1)N([C@@H](C(=O)O)C1=C2[C@H](CCOC2=CC=C1)C)C)C